N1C(=NC2=C1C=CC=C2)CNC2=NC(=NC=1N2N=CC1C(C)C)N1CC(OCC1)(C)C N-[(1H-benzimidazol-2-yl)methyl]-2-(2,2-dimethylmorpholin-4-yl)-8-(propan-2-yl)pyrazolo[1,5-a][1,3,5]triazin-4-amine